COC1=C(COC=2C=C3CCC(=C(C3=CC2)C)CN2CC(C2)C(=O)NC=2N=NC=CC2)C=CC(=C1)CCC 1-((6-((2-methoxy-4-propylbenzyl)oxy)-1-methyl-3,4-dihydronaphthalen-2-yl)methyl)-N-(pyridazin-3-yl)azetidine-3-carboxamide